C(CCCCCC(C)C)(=O)OCC(C)OC(CCCCCC(C)C)=O Propylene Glycol Diisononanoate